2-(2,6-Dioxopiperidin-3-yl)-5-((1r,3r)-3-(methylamino)cyclobutoxy)isoindoline-1,3-dione O=C1NC(CCC1N1C(C2=CC=C(C=C2C1=O)OC1CC(C1)NC)=O)=O